CN1C(C2=CC=C(C=C2C(=C1)C1=C(C=CC(=C1)S(=O)(=O)C)OCCC)C=1C=NN(C1)C)=O 2-methyl-6-(1-methylpyrazol-4-yl)-4-(5-methyl-sulfonyl-2-propoxyphenyl)isoquinolin-1-one